NCCN1CC2(CC(C2)O)CC1 6-(2-aminoethyl)-6-azaspiro[3.4]octan-2-ol